C1(CCCCC1)C(COCC)(COC)CCC1CCCC1 2-cyclohexyl-2-(cyclopentylethyl)-1-ethoxy-3-methoxy-propane